(7R,8S)-7-[6-[2-hydroxy-6-methyl-4-(trifluoro-methyl)phenyl]pyrazolo[3,4-b]pyridin-2-yl]-5-oxaspiro[3.4]octan-8-ol OC1=C(C(=CC(=C1)C(F)(F)F)C)C=1C=CC=2C(N1)=NN(C2)[C@@H]2COC1(CCC1)[C@H]2O